2-(1-cyanopyrrolidin-3-yl)-N-phenethylacetamide C(#N)N1CC(CC1)CC(=O)NCCC1=CC=CC=C1